((2S*,3S*)-4-bromo-5-chloro-6-fluoro-3-methyl-2-(pyridin-3-yl)-2,3-dihydrobenzofuran-2-yl)methanol BrC1=C(C(=CC2=C1[C@@H]([C@](O2)(C=2C=NC=CC2)CO)C)F)Cl |o1:7,8|